C/C(=C\C=O)/C=C\C=C(/C)\C1=CC2=C(CCCC2(C)C)CC1 (11Z)-8,18-methano-retinal